CN1N=NC(=C1NC(O[C@H](C)C1=C(C=CC=C1)Cl)=O)C1=NC=C(C=C1)NS(=O)(=O)C (R)-1-(2-chlorophenyl)ethyl (1-methyl-4-(5-(methylsulfonamido)pyridin-2-yl)-1H-1,2,3-triazol-5-yl)carbamate